C(=O)C=1C(=NC=CC1)SC1=C(C=C(C=C1C(F)(F)F)C1=CC=CC=C1)CNC(OCC1C2=CC=CC=C2C=2C=CC=CC12)=O 9H-fluoren-9-ylmethyl N-({2-[(3-formylpyridin-2-yl)sulfanyl]-5-phenyl-3-(trifluoromethyl)phenyl} methyl)carbamate